BrC1=C(C=C(C=O)C=C1)[N+](=O)[O-] 4-bromo-3-nitrobenzaldehyde